[Ge].[La].[Ni].[Al] aluminium-nickel-lanthanum-germanium